FC=1C=C(C=CC1C1=NOC(=N1)C(F)(F)F)COC=1C=NC(=NC1)C 5-({3-fluoro-4-[5-(trifluoromethyl)-1,2,4-oxadiazol-3-yl]phenyl}methoxy)-2-methylpyrimidine